BrC=1C=CC(=C(C(=O)OC)C1)NC1=CC=C(C=C1)C methyl 5-bromo-2-(p-tolylamino)benzoate